5-cyano-2-(2H-1,2,3-triazol-2-yl)benzoic acid C(#N)C=1C=CC(=C(C(=O)O)C1)N1N=CC=N1